COC=1C=C2C(=C(/C(/C2=CC1)=C/C1=CC(=C(C(=C1)OC)OC)OC)C)CC=1NC2=C(C=NC=C2)N1 (Z)-2-((5-methoxy-2-methyl-1-(3,4,5-trimethoxybenzylidene)-1H-inden-3-yl)methyl)-1H-imidazo[4,5-c]pyridine